4-amino-2-chloro-4'-methylbenzophenone NC1=CC(=C(C(=O)C2=CC=C(C=C2)C)C=C1)Cl